(4S)-7,8-dichloro-6-(3-fluoro-2-pyridyl)-2,4-dimethyl-4H-[1,2,4]triazolo[1,5-a][1,4]benzodiazepine ClC1=C(C=CC2=C1C(=N[C@H](C=1N2N=C(N1)C)C)C1=NC=CC=C1F)Cl